C(C1=CC=CC=C1)C=1C(C2=CC=CC=C2C1)CC1=CC=CC=C1 dibenzylindene